(tert-butoxycarbonyl)-L-serine methyl ester COC([C@@H](NC(=O)OC(C)(C)C)CO)=O